NC(CN(CCO)CC)(C)C 2-((2-amino-2-methylpropyl)(ethyl)amino)ethan-1-ol